2-[5-(4-cyclopropylphenyl)-3-(ethanesulfonyl)pyridin-2-yl]-5-trifluoromethanesulfonyl-1,3-benzothiazole C1(CC1)C1=CC=C(C=C1)C=1C=C(C(=NC1)C=1SC2=C(N1)C=C(C=C2)S(=O)(=O)C(F)(F)F)S(=O)(=O)CC